6-(4-((3'-fluoro-5'-methoxy-[1,1'-biphenyl]-4-yl)methyl)-2-methyl-4H-thieno[3,2-b]pyrrole-3-carboxamido)spiro[3.3]heptane-2-carboxylic acid FC=1C=C(C=C(C1)OC)C1=CC=C(C=C1)CN1C2=C(C=C1)SC(=C2C(=O)NC2CC1(CC(C1)C(=O)O)C2)C